tert-butyl (2S)-3-(4-{2-[2-(2-ethoxyethoxy)ethoxy]ethoxy}phenyl)-2-hydroxypropanoate tert-butyl-(2S,3R)-3-(4-{2-[2-(2-ethoxyethoxy)ethoxy]ethoxy}phenyl)oxirane-2-carboxylate C(C)(C)(C)OC(=O)[C@H]1O[C@@H]1C1=CC=C(C=C1)OCCOCCOCCOCC.C(C)OCCOCCOCCOC1=CC=C(C=C1)C[C@@H](C(=O)OC(C)(C)C)O